COC(=O)C12CC(C1)(C2)NC(CO[C@@H]2C[C@@H](C2)OC(F)(F)F)=O 3-(2-(cis-3-(trifluoromethoxy)cyclobutoxy)acetamido)bicyclo[1.1.1]pentane-1-carboxylic acid methyl ester